6-(4-((2-(azepan-1-yl)-5-oxo-5,6-dihydropyrimido[4,5-d]pyridazin-4-yl)amino)-2-fluorophenyl)-6-azaspiro[2.5]octane-1-carboxylic acid N1(CCCCCC1)C=1N=C(C2=C(C=NNC2=O)N1)NC1=CC(=C(C=C1)N1CCC2(CC2C(=O)O)CC1)F